ClC1=CC(=C(C=N1)C=1N=C(SC1)C(F)(F)F)F 4-(6-chloro-4-fluoropyridin-3-yl)-2-(trifluoromethyl)thiazole